1-[(4-Fluorophenyl)methyl]-5-methyl-N-{4-[(phenylmethyl)oxy]phenyl}-1H-1,2,3-triazole-4-carboxamide FC1=CC=C(C=C1)CN1N=NC(=C1C)C(=O)NC1=CC=C(C=C1)OCC1=CC=CC=C1